COC1=C(C=CC=C1)C1=CC(=NC=C1C(=O)NC=1SC(=NN1)COC1=CC=C(C=C1)C(F)(F)F)C 4-(2-methoxyphenyl)-6-methyl-N-(5-((4-(trifluoromethyl)phenoxy)methyl)-1,3,4-thiadiazol-2-yl)nicotinamide